NC1=C(C=C(C=N1)NC(C(=O)N(CC1=NC=C(C=C1)C(F)(F)F)C(C)C1=NC=CC=C1F)=S)C 2-((6-amino-5-methylpyridin-3-yl)amino)-N-(1-(3-fluoropyridin-2-yl)ethyl)-2-thioxo-N-((5-(trifluoromethyl)pyridin-2-yl)methyl)acetamide